(S)-2-(2-(Benzofuran-6-carbonyl)-5,7-dichloro-1,2,3,4-tetrahydroisoquinoline-6-carboxamido)-3-(3-(methylsulfonyl)phenyl)propanol O1C=CC2=C1C=C(C=C2)C(=O)N2CC1=CC(=C(C(=C1CC2)Cl)C(=O)N[C@H](CO)CC2=CC(=CC=C2)S(=O)(=O)C)Cl